8-Iodoimidazo[1,2-a]pyridin-7-amine IC=1C=2N(C=CC1N)C=CN2